9-(4-amino-5-methoxy-2-methylphenyl)-3,9-diazaspiro[5.5]undecane NC1=CC(=C(C=C1OC)N1CCC2(CCNCC2)CC1)C